NC1=CC=C(CN)C=C1 4-amino-benzyl-amine